ClC1=C(C(=CC=C1)F)C1=N[C@H](C(NC=2SC=3CC(CC3C12)C(=O)OCC)=O)C ethyl (11S)-13-(2-chloro-6-fluoro-phenyl)-11-methyl-10-oxo-7-thia-9,12-diazatricyclo[6.5.0.02,6]trideca-1(8),2(6),12-triene-4-carboxylate